Cl.C1(CC1)CN1[C@H]2[C@@]3(CCC([C@H]4[C@@]3(C=3C(=C(C=CC3C2)O)O4)CC1)=O)O 17-(cyclopropylmethyl)-4,5a-epoxy-3,14-dihydroxy-morphinan-6-one, monohydrochloride